tert-butyl 4-((2-(2,6-dioxopiperidin-3-yl)-1-oxoisoindolin-4-yl)glycyl)piperazine-1-carboxylate O=C1NC(CCC1N1C(C2=CC=CC(=C2C1)NCC(=O)N1CCN(CC1)C(=O)OC(C)(C)C)=O)=O